[Cu]I cuprous iodide